(E)-1H-quinolin N1CC=CC2=CC=CC=C12